N-(4-methoxyphenyl)-5-phenyl-1,3,4-thiadiazol-2-amine COC1=CC=C(C=C1)NC=1SC(=NN1)C1=CC=CC=C1